6-(2-chloro-3,5-dimethoxyphenyl)-N-(4-((3S,5R)-3,5-dimethylpiperazin-1-yl)-3-chlorophenyl)-[1,2,4]triazolo[4',3':1,6]pyrido[2,3-d]pyrimidin-2-amine ClC1=C(C=C(C=C1OC)OC)C1=CC2=C(N=C(N=C2)NC2=CC(=C(C=C2)N2C[C@@H](N[C@@H](C2)C)C)Cl)N2C1=NN=C2